ClC=1C=C(C(=O)NC2=CC(=C(C=C2)F)C(=O)C=2C=C3N=CC=NC3=CC2)C=CC1Cl 3,4-dichloro-N-(4-fluoro-3-(quinoxaline-6-carbonyl)phenyl)benzamide